1-methyl-5-(2-{[7-(5-methyl-1,2,4-oxadiazol-3-yl)isoquinolin-1-yl]amino}ethyl)-4-oxo-1H,4H,5H,6H-pyrrolo[2,3-c]pyrrole-2-carboxylic acid CN1C(=CC2=C1CN(C2=O)CCNC2=NC=CC1=CC=C(C=C21)C2=NOC(=N2)C)C(=O)O